[4-(hydroxymethyl)phenyl] 4-(aminomethyl)benzoate trifluoroacetic acid salt FC(C(=O)O)(F)F.NCC1=CC=C(C(=O)OC2=CC=C(C=C2)CO)C=C1